ClC=1C=C(C(=C(C1)C(=N)N(C)CC)C)CC1=CC=C(C=C1)OC (5-chloro-3-(4-methoxybenzyl)-2-methylphenyl)-N-ethyl-N-methylformamidine